2-(7-(((1r,3r)-3-hydroxycyclobutyl)methyl)-6,7-dihydro-5H-pyrrolo[2,3-c]pyridazin-3-yl)-3-methyl-5-(trifluoromethyl)phenol OC1CC(C1)CN1CCC2=C1N=NC(=C2)C2=C(C=C(C=C2C)C(F)(F)F)O